5-(4-Bromophenyl)-3-(4-methoxyphenyl)-1H-1,2,4-triazole BrC1=CC=C(C=C1)C1=NC(=NN1)C1=CC=C(C=C1)OC